4-(3-amino-4-methyl-1H-indazol-5-yl)-N-((1s,3s)-3-hydroxy-3-(trifluoromethyl)cyclobutyl)-N,3-dimethylbenzenesulfonamide NC1=NNC2=CC=C(C(=C12)C)C1=C(C=C(C=C1)S(=O)(=O)N(C)C1CC(C1)(C(F)(F)F)O)C